N-(4-((2-(1,1-difluoroethyl)-6-methylpyrimidin-4-yl)amino)-5-(4-(2-methoxyethoxy)pyrimidin-2-yl)pyridin-2-yl)acetamide FC(C)(F)C1=NC(=CC(=N1)NC1=CC(=NC=C1C1=NC=CC(=N1)OCCOC)NC(C)=O)C